8-[5-(4-benzyloxy-2-ethyl-5-methyl-pyrazol-3-yl)-4-[(4-methoxyphenyl)methyl]-1,2,4-triazol-3-yl]-N-[(2,4-dimethoxyphenyl)methyl]-3-methyl-pyrrolo[1,2-a]pyrazine-6-carboxamide C(C1=CC=CC=C1)OC1=C(N(N=C1C)CC)C=1N(C(=NN1)C=1C=C(N2C1C=NC(=C2)C)C(=O)NCC2=C(C=C(C=C2)OC)OC)CC2=CC=C(C=C2)OC